C1(=CC=C(C=C1)C=1C=CC2=C(O[C@H](CO2)CO)C1)C (S)-(7-(p-tolyl)-2,3-dihydrobenzo[b][1,4]dioxin-2-yl)methanol